CN(CCOC=1C=C2CCN(C(C2=CC1OC)CCC1=CNC2=CC=C(C=C12)OC)C(=O)N1CCOCC1)C (6-(2-(dimethylamino)ethoxy)-7-methoxy-1-(2-(5-methoxy-1H-indol-3-yl)ethyl)-3,4-dihydroisoquinolin-2(1H)-yl)(morpholino)methanone